C(C)(C)(C)C1=C(C=CC=C1)N1CCN(CC1)C(=O)C=1N=CNC1 (4-(2-(tert-butyl)phenyl)piperazin-1-yl)(1H-imidazol-4-yl)methanone